N-(2-chloro-6-methylphenyl)-2-[6-[4-(2-hydroxyethyl)-1-piperazinyl]-2-methyl-4-pyrimidinyl]amino-5-thiazolecarboxamide ClC1=C(C(=CC=C1)C)NC(=O)C1=CN=C(S1)NC1=NC(=NC(=C1)N1CCN(CC1)CCO)C